ClC=1C=C(C(=O)NCCC2=CC(=NO2)C(=O)NO)C=CC1F 5-(2-(3-chloro-4-fluorobenzamido)ethyl)-N-hydroxyisoxazole-3-carboxamide